5-[3-[3-[[2-fluoro-4-(trifluoromethyl)phenyl]methoxy]azetidin-1-yl]-3-oxo-propyl]morpholin-3-one FC1=C(C=CC(=C1)C(F)(F)F)COC1CN(C1)C(CCC1COCC(N1)=O)=O